ClCCC(=O)N1CCC(CC1)[C@@H]1CCNC=2N1N=C(C2C(=O)N)C2=CC=C(C=C2)OC2=CC=CC=C2 (S)-7-(1-(3-chloropropanoyl)piperidin-4-yl)-2-(4-phenoxyphenyl)-4,5,6,7-tetrahydropyrazolo[1,5-a]pyrimidine-3-carboxamide